N-(1,3-Dimethylpyrazol-4-yl)sulfonyl-6-[3-[2-[1-(trifluoromethyl)cyclopropyl]ethoxy]pyrazol-1-yl]-2-[(4S)-2,2,4-trimethylpyrrolidin-1-yl]pyridine-3-carboxamide CN1N=C(C(=C1)S(=O)(=O)NC(=O)C=1C(=NC(=CC1)N1N=C(C=C1)OCCC1(CC1)C(F)(F)F)N1C(C[C@@H](C1)C)(C)C)C